3-methoxy-N,N-diethylpropaneamide COCCC(=O)N(CC)CC